C(#N)C=1C(C([C@@H]2CC[C@]3([C@@]4(CC[C@]5(CCC(C[C@H]5[C@H]4C(C=C3[C@]2(C1)C)=O)(C)C)NC(C)=O)C)C)(C)C)=O N-((4aS,6aR,6bS,8aR,12aS,14aR,14bS)-11-cyano-2,2,6a,6b,9,9,12a-heptamethyl-10,14-dioxo-1,2,3,4,4a,5,6,6a,6b,7,8,8a,9,10,12a,14,14a,14b-octadecahydropicen-4a-yl)acetamide